CC1=C(C=CC(=N1)NC(=O)[C@@H]1CC[C@H](CC1)C(=O)OC)NC1=C(C=CC(=C1)C1=NC=CC=C1)[N+](=O)[O-] trans-methyl 4-[[6-methyl-5-[2-nitro-5-(2-pyridyl)anilino]-2-pyridyl]carbamoyl]cyclohexanecarboxylate